(E)-4-(tert-butyl)-N'-(1-(naphthalen-2-yl)ethylidene)benzohydrazide C(C)(C)(C)C1=CC=C(C(=O)N/N=C(\C)/C2=CC3=CC=CC=C3C=C2)C=C1